ClC1=C(C=C(C(=O)OC(C)(C)C)C=C1[N+](=O)[O-])OC[C@H](COC1=C(C(=CC(=C1)C(=O)OCC)[N+](=O)[O-])Cl)O tert-butyl (S)-4-chloro-3-(3-(2-chloro-5-(ethoxycarbonyl)-3-nitrophenoxy)-2-hydroxypropoxy)-5-nitrobenzoate